3-{[(tert-butoxy)carbonyl]amino}-1-fluorocyclobutane-1-carboxylic acid C(C)(C)(C)OC(=O)NC1CC(C1)(C(=O)O)F